C(=O)O.FC(C(=O)O)(F)F.FC(F)(F)C=1C(=NC=CC1)N (trifluoromethyl)pyridin-2-amine 2,2,2-trifluoroacetate formate